3-cyano-2,6-dichloro-5-fluoropyridine C(#N)C=1C(=NC(=C(C1)F)Cl)Cl